4-bromo-2,3-dihydrobenzo[B]thiophene BrC1=CC=CC=2SCCC21